4-Amino-N-(6-methyl-1-(2-(trifluoromethyl)benzyl)isoquinolin-5-yl)thieno[3,2-d]pyrimidine-7-formamide NC=1C2=C(N=CN1)C(=CS2)C(=O)NC2=C1C=CN=C(C1=CC=C2C)CC2=C(C=CC=C2)C(F)(F)F